CC=1C(=NC(=C(C(=O)O)C1)Cl)C1OCCO1 methyl-2-chloro-6-(1,3-dioxolan-2-yl)nicotinic acid